3,5-difluoro-N-hydroxy-4-((4-methyl-5-(4-(piperidin-1-ylmethyl)phenyl)-4H-1,2,4-triazol-3-yl)thio)benzamide FC=1C=C(C(=O)NO)C=C(C1SC1=NN=C(N1C)C1=CC=C(C=C1)CN1CCCCC1)F